C(C1=CC=CC=C1)N1C(N(SC1=O)CCN1[C@@H](CCC1)C(=O)O)=O (2-(4-benzyl-3,5-dioxo-1,2,4-thiadiazolidin-2-yl)ethyl)-L-proline